CN(C)CC1=NNC(=C1)C=1C=2N(C=CC1)C(=C(N2)C#CCNC2=C(C=C(C=C2)S(=O)(=O)C)OC)CC(F)(F)F N-(3-(8-(3-((dimethylamino)methyl)-1H-pyrazol-5-yl)-3-(2,2,2-trifluoroethyl)imidazo[1,2-a]pyridin-2-yl)prop-2-yn-1-yl)-2-methoxy-4-(methylsulfonyl)aniline